1-{6-[2-(methoxymethoxy)phenyl]pyridazin-4-yl}-4-phenylpiperidine-4-carboxylic acid COCOC1=C(C=CC=C1)C1=CC(=CN=N1)N1CCC(CC1)(C(=O)O)C1=CC=CC=C1